(3-((4-ethynyl-2-fluorophenyl)amino)pyridin-4-yl)dimethylphosphine oxide C(#C)C1=CC(=C(C=C1)NC=1C=NC=CC1P(C)(C)=O)F